C(#N)C=1C=C(C(=O)NC2=CC(=CC=C2)S(N(C2=CC=CC=C2)C)(=O)=O)C=CC1 3-cyano-N-(3-(N-methyl-N-phenylsulfamoyl)phenyl)benzamide